(2-methyl-4-(6-morpholinopyrrolo[2,1-f][1,2,4]triazin-4-yl)phenyl)methanamine hydrochloride Cl.CC1=C(C=CC(=C1)C1=NC=NN2C1=CC(=C2)N2CCOCC2)CN